o-tolyl-boric acid C1(=C(C=CC=C1)OB(O)O)C